[N+](=O)([O-])C1=CC(=C(C=C1)N(CC(=O)OC)CC(=O)OC)OCC#C dimethyl 2,2'-((4-nitro-2-(prop-2-yn-1-yloxy)phenyl)azanediyl)diacetate